C1(=CC=C(C=C1)C1=CC(=NC(=C1)C1=CC=CC=C1)C1=CC=C(C=C1)C1=NC2=CC=CC=C2N=C1Cl)C1=CC=CC=C1 2-(4-(4-([1,1'-biphenyl]-4-yl)-6-phenylpyridin-2-yl)phenyl)3-chloroquinoxaline